Tert-butyl N-[[(2S)-4-[2-[2-[[2-(2,6-dioxo-3-piperidyl)-1,3-dioxo-isoindolin-4-yl]amino] ethoxy]ethyl]morpholin-2-yl]methyl]carbamate O=C1NC(CCC1N1C(C2=CC=CC(=C2C1=O)NCCOCCN1C[C@@H](OCC1)CNC(OC(C)(C)C)=O)=O)=O